6-(1-(tetrahydro-2H-pyran-4-yl)-1H-pyrazol-4-yl)pyrazolo[1,5-a]pyridine-3-carbonitrile O1CCC(CC1)N1N=CC(=C1)C=1C=CC=2N(C1)N=CC2C#N